C(C)C(CN(C(C(C)(C)C)=O)CC(CCCC)CC)CCCC N,N-bis(2-ethylhexyl)-2,2-Dimethylpropionamide